(2r,6r)-4-(7-cyanopyrazolo[1,5-a]pyridin-4-yl)-6-methyl-N-(8-methyl-8-azabicyclo[3.2.1]oct-3-yl)morpholine-2-carboxamide C(#N)C1=CC=C(C=2N1N=CC2)N2C[C@@H](O[C@@H](C2)C)C(=O)NC2CC1CCC(C2)N1C